N,N-di(2-hydroxypropyl)-N-(2-hydroxyethyl)amine OC(CN(CCO)CC(C)O)C